ClC1=C(OC(C(=O)OCC)(C)C)C=CC(=C1)CN1CCN(CC1)CC1=CC=C(C=C1)C(F)(F)F Ethyl 2-(2-chloro-4-((4-(4-(trifluoromethyl) benzyl) piperazin-1-yl) methyl) phenoxy)-2-methylpropionate